2-(aminomethyl)-1-ethyl-3-methyl-6-(trifluoromethyl)-1H-1,3-benzodiazole-3-ium hydrochloride iodide [I-].Cl.NCC1=[N+](C2=C(N1CC)C=C(C=C2)C(F)(F)F)C